N-[(1R)-1-(3,5-Dimethoxyphenyl)ethyl]-2-methyl-5-(4-methylpiperazin-1-yl)benzamide COC=1C=C(C=C(C1)OC)[C@@H](C)NC(C1=C(C=CC(=C1)N1CCN(CC1)C)C)=O